2-(2-methoxyphenyl)-5-(o-tolyl)furan COC1=C(C=CC=C1)C=1OC(=CC1)C1=C(C=CC=C1)C